Cl[Ru-4](=CC1=C(C=CC=C1)N(C)C)(=C1N(CCN1C1=C(C=C(C=C1C)C)C)C1=C(C=C(C=C1C)C)C)Cl Dichloro[1,3-bis(2,4,6-trimethylphenyl)-2-imidazolidinylidene][2-(N,N-dimethylamino)-phenylmethylene]ruthenium(II)